FC(C(=O)O)(F)F.OC1=CC(=NC=N1)N1N=C2C=3C=CN=C(CCCCC(C(NC2=C1)=O)C)C3 4-(6-hydroxypyrimidin-4-yl)-9-methyl-3,4,7,15-tetraazatricyclo[12.3.1.02,6]Octadeca-1(18),2,5,14,16-pentaen-8-one trifluoroacetate salt